COC=1C=C2C(=CNC2=CC1)C=1C(N[C@@H]([C@H](N1)C1=CC=CC=C1)C1=CC=CC=C1)=O (5R,6R)-3-(5-methoxy-1H-indol-3-yl)-5,6-diphenyl-5,6-dihydropyrazine-2(1H)-one